C1(CCCCC1)C=1NC(=NN1)C=1C=CC(=C(C1)S(=O)(=O)N1CCOCC1)C ((5-(5-cyclohexyl-4H-1,2,4-triazol-3-yl)-2-methylphenyl)sulfonyl)morpholine